4-TERTBUTYLPHENOL C(C)(C)(C)C1=CC=C(C=C1)O